C(C)(C)(C)OC(=O)N(C=1SC(=C(N1)C(=O)OC)CC(CO)(C)C)C methyl 2-{[(tert-butoxy) carbonyl] (methyl) amino}-5-(3-hydroxy-2,2-dimethylpropyl)-1,3-thiazole-4-carboxylate